C(C)OC(=O)C1=CC=C(C=C1)N1C(N2[C@H](CNCC2)C1)=O (R)-2-(4-(ethoxycarbonyl)phenyl)-3-oxohexahydroimidazo[1,5-a]Pyrazine